4-cyano-1H-pyrrolo[2,3-c]pyridine-2-carboxylic acid C(#N)C1=C2C(=CN=C1)NC(=C2)C(=O)O